tert-Butyl 4-(4-oxo-2-((2-oxo-2-(thiazol-2-ylamino)ethyl)thio)pteridin-3(4H)-yl)piperidine-1-carboxylate O=C1N(C(=NC2=NC=CN=C12)SCC(NC=1SC=CN1)=O)C1CCN(CC1)C(=O)OC(C)(C)C